FC=1C=C(C(=O)NCC2CCC(CC2)N2N=C3C=CC(=CC3=C2)C=2N=CSC2)C=C(C1O)F 3,5-difluoro-4-hydroxy-N-({(1r,4r)-4-[5-(1,3-thiazol-4-yl)-2H-indazol-2-yl]cyclohexyl}methyl)benzamide